4-(5-(3-((2-(3-carboxypropanoyl)-6-methoxythieno[3,2-b]pyridin-5-yl)oxy)propyl)benzo[b]thiophen-2-yl)-4-oxobutanoic acid C(=O)(O)CCC(=O)C1=CC2=NC(=C(C=C2S1)OC)OCCCC1=CC2=C(SC(=C2)C(CCC(=O)O)=O)C=C1